C1(CCCC1)OP(O)(O)=O cyclopentylphosphoric acid